(R)-2-hydroxypropyl-4-methylbenzenesulfonic acid O[C@@H](CC1=C(C=CC(=C1)C)S(=O)(=O)O)C